ClC=1C=C(NC2(CCC3(N(CC4=CC(=CC=C34)F)C[C@H](COC3=CC=NC=4CCC[C@H](C34)C)C)CC2)C(=O)O)C=CC1F 4-(3-chloro-4-fluoroanilino)-5'-fluoro-2'-[(2R)-2-methyl-3-{[(5R)-5-methyl-5,6,7,8-tetrahydroquinolin-4-yl]oxy}propyl]-2',3'-dihydrospiro[cyclohexane-1,1'-isoindole]-4-carboxylic acid